5-(6-amino-5-(3-hydroxy-2,6-dimethylphenyl)-2,3-dimethyl-5H-pyrrolo[2,3-b]pyrazine-7-carbonyl)-4,5,6,7-tetrahydropyrazolo[1,5-a]pyrazine-3-carbonitrile NC1=C(C=2C(=NC(=C(N2)C)C)N1C1=C(C(=CC=C1C)O)C)C(=O)N1CC=2N(CC1)N=CC2C#N